(5-bromo-6-methoxypyridin-3-yl)acetonitrile BrC=1C=C(C=NC1OC)CC#N